3',4'-Didehydro-β,γ-carotene CC1(C)CCCC(C)=C1\C=C\C(\C)=C\C=C\C(\C)=C\C=C\C=C(/C)\C=C\C=C(/C)\C=C\C1C(=C)C=CCC1(C)C